5-bromo-1-(1-methyl-1H-benzo[d][1,2,3]triazol-6-yl)-1H-pyrazol-3-amine BrC1=CC(=NN1C=1C=CC2=C(N(N=N2)C)C1)N